(S)-1-(5-((8-chloro-3-nitroimidazo[1,2-a]pyridin-7-yl)thio)pyrazin-2-yl)-4'H,6'H-spiro[piperidine-4,5'-pyrrolo[1,2-b]pyrazol]-4'-amine (trifluoroacetate) FC(C(=O)O)(F)F.ClC=1C=2N(C=CC1SC=1N=CC(=NC1)N1CCC3([C@@H](C=4N(N=CC4)C3)N)CC1)C(=CN2)[N+](=O)[O-]